CC1=CC=CC(=N1)C1=C(N=CN1)C=1C=C2C=C(C=NC2=CC1)C1=CCC2(CCNCC2)CC1 9-(6-(5-(6-methylpyridin-2-yl)-1H-imidazol-4-yl)quinolin-3-yl)-3-azaspiro[5.5]Undec-8-ene